C(C)(C)(C)OC(=O)N1[C@@H](CCC1)C1=C2CCN(CC2=CC(=C1)C=1C=C2C(=NC1)NC=C2C)C=2C=NC=CC2 (S)-2-(7-(3-methyl-1H-pyrrolo[2,3-b]pyridin-5-yl)-2-(pyridin-3-yl)-1,2,3,4-tetrahydroisoquinolin-5-yl)pyrrolidine-1-carboxylic acid tert-butyl ester